C(CCCCCCC\C=C/C\C=C/CCCCC)(=O)OCCCCCCCCCCCCCCCC(C)C.C(CCCCCCC\C=C/C\C=C/CCCCC)(=O)OCCCCCCCCCCCCCCCC(C)C diisostearyl dilinoleate